ClC=1C(=NC(=NC1)NCC#N)C1=CC=C2CN(C(C2=C1)=O)CC(=O)N[C@H](C)C1=CC(=CC=C1)OC 2-(6-{5-chloro-2-[(cyanomethyl)amino]pyrimidin-4-yl}-1-oxo-2,3-dihydro-1H-isoindol-2-yl)-N-[(1R)-1-(3-methoxyphenyl)ethyl]acetamide